C1(=CC=CC=C1)N1N=CC(=C1C(F)(F)F)C(=O)NN=CC1=CC(=C(C=C1)OC)O 1-phenyl-5-trifluoromethyl-N'-(1-(3-hydroxy-4-methoxyphenyl)methylene)-1H-pyrazole-4-carboxylic acid hydrazide